C(C)(C)(C)OC(=O)NC=1SC2=C(C1)C(=C(C=C2)F)C=2C1=C(C=3C(=NC=NC3C2F)N2C3CN(CC2CC3)C(=O)OC(C)(C)C)COC1 tert-Butyl 8-[6-[2-(tert-butoxycarbonylamino)-5-fluoro-benzothiophen-4-yl]-5-fluoro-7,9-dihydrofuro[3,4-f]quinazolin-1-yl]-3,8-diazabicyclo[3.2.1]octane-3-carboxylate